C(C)OC(=O)C1=C(SC=C1C(=O)OCC)N 2-aminothiophene-3,4-dicarboxylic acid 3,4-diethyl ester